(2r,4s)-4-((tert-butyldimethylsilyl)oxy)pyrrolidine-1,2-dicarboxylic acid 1-benzyl ester 2-methyl ester COC(=O)[C@@H]1N(C[C@H](C1)O[Si](C)(C)C(C)(C)C)C(=O)OCC1=CC=CC=C1